[V].N1([C@@H](C1)C(=O)OC)C(=O)OC(C)(C)C 1-tert-butyl 2-methyl (2S)-aziridine-1,2-dicarboxylate vanadium